CC1=C(C(=CC(=C1)C)C)S(=O)NCC(=O)OCC ethyl (E)-2-((2,4,6-trimethylphenyl)sulfinylamino)acetate